N-(2-acetoacetylaminoethyl)acrylamide C(CC(=O)C)(=O)NCCNC(C=C)=O